ClC1=C(C=C(C(=C1)Cl)N=C=S)B(O)O (2,4-dichloro-5-isothiocyanato-phenyl)boronic acid